3-(4-((2-((4-methoxyphenyl)amino)-3,4-dioxocyclobut-1-en-1-yl)amino)phenyl)-5-(pyridin-2-ylamino)-1H-pyrazole-4-carboxamide COC1=CC=C(C=C1)NC1=C(C(C1=O)=O)NC1=CC=C(C=C1)C1=NNC(=C1C(=O)N)NC1=NC=CC=C1